2-chloro-3-(4-fluorobenzyl)-5-methyl-aniline tert-butyl-N-[5-(2-nitro-5-phenyl-anilino)-2-pyridyl]carbamate C(C)(C)(C)OC(NC1=NC=C(C=C1)NC1=C(C=CC(=C1)C1=CC=CC=C1)[N+](=O)[O-])=O.ClC1=C(N)C=C(C=C1CC1=CC=C(C=C1)F)C